(R)-1-(5-((3-fluorobenzyl)oxy)-1H-indol-1-yl)-N,N-dimethylpropan-2-amine FC=1C=C(COC=2C=C3C=CN(C3=CC2)C[C@@H](C)N(C)C)C=CC1